methyl 2-amino-5-bromo-4-fluoro-benzoate NC1=C(C(=O)OC)C=C(C(=C1)F)Br